NC1=NC=CC(=N1)C=1C2=C(C(=NC1)NCC=1C=C(C(=O)NCC3CC3)C=CC1)CCO2 3-(((7-(2-Aminopyrimidin-4-yl)-2,3-dihydrofuro[3,2-c]pyridin-4-yl)amino)methyl)-N-(cyclopropylmethyl)benzamide